[Si](C)(C)(C(C)(C)C)OC1CC(N(C1(C)O)C(=O)[O-])C(=O)[O-] 4-((tert-butyldimethylsilyl)oxy)-5-hydroxy-5-methylpyrrolidine-1,2-dicarboxylate